2,3-DIHYDROBENZOFURAN-5-BORONIC ACID O1CCC2=C1C=CC(=C2)B(O)O